N-(4-(2-(4-chlorophenyl)-but-3-yn-2-yl)thiazol-2-yl)-6-(piperazin-1-yl)-3,4-dihydroisoquinoline-2(1H)-carboxamide ClC1=CC=C(C=C1)C(C)(C#C)C=1N=C(SC1)NC(=O)N1CC2=CC=C(C=C2CC1)N1CCNCC1